2-(morpholin-4-yl)-8-[2-(tetrahydropyran-2-yl)-2H-pyrazol-3-yl]-[1,7]Naphthyridin-4-ylmethyl mesylate S(C)(=O)(=O)OCC1=CC(=NC2=C(N=CC=C12)C=1N(N=CC1)C1OCCCC1)N1CCOCC1